CC1=CC(=NC(=C1)C)C1=C(C(=O)N)C=CC(=C1)[N+](=O)[O-] (4,6-dimethyl-pyridin-2-yl)-4-nitrobenzamide